cyclohexylmethyl-5,6,7,8-tetrahydro-4H-thieno[2,3-d]azepine-3-carbonitrile C1(CCCCC1)CC1=C(C2=C(CCNCC2)S1)C#N